(S)-2-(4-(5-chloro-2-(1H-tetrazol-1-yl)phenyl)-2,3-dioxopiperazin-1-yl)-3-(4-(4-(4-hydroxycyclohexyl)-2-oxopiperazin-1-yl)phenyl)propanoic acid ClC=1C=CC(=C(C1)N1C(C(N(CC1)[C@H](C(=O)O)CC1=CC=C(C=C1)N1C(CN(CC1)C1CCC(CC1)O)=O)=O)=O)N1N=NN=C1